(E)-2,3-dihydro-1H-indene-1-one-benzyl oxime C(C1=CC=CC=C1)O\N=C\1/CCC2=CC=CC=C12